tert-butyl 8-(6-(((5-bromo-7-tosyl-7H-pyrrolo[2,3-d]pyrimidin-4-yl)amino)methyl)pyridin-2-yl)-2-oxa-5,8-diazaspiro[3.5]nonane-5-carboxylate BrC1=CN(C=2N=CN=C(C21)NCC2=CC=CC(=N2)N2CCN(C1(COC1)C2)C(=O)OC(C)(C)C)S(=O)(=O)C2=CC=C(C)C=C2